ClC1=CC=[N+](C=C1C(=O)NC1=CC(=CC(=C1)F)F)[O-] 4-Chloro-N-(3,5-difluorophenyl)nicotinamide-1-oxide